C(C)(C)(C)OC(=O)N1[C@H]([C@H](CCC1)NS(=O)(=O)C1(CC1)F)CC=1C(=C(C=CC1)C1=C(OCCC(=O)O)C(=CC=C1)F)F 3-[2-[3-[[(2S,3S)-1-tert-butoxycarbonyl-3-[(1-fluorocyclopropyl)sulfonylamino]-2-piperidyl]methyl]-2-fluoro-phenyl]-6-fluoro-phenoxy]propanoic acid